FC(C1=CC=C(C=C1)N1N=NC(=C1COC1=CC=C(N=N1)N1[C@H]2C(N[C@@H](C1)C2)=O)C)F (1R,4R)-5-(6-((1-(4-(Difluoromethyl)phenyl)-4-methyl-1H-1,2,3-triazol-5-yl)methoxy)pyridazin-3-yl)-2,5-diazabicyclo[2.2.1]heptan-3-one